1-chloro-3-methyl-2-nitro-5-(trifluoromethyl)benzene ClC1=C(C(=CC(=C1)C(F)(F)F)C)[N+](=O)[O-]